(±)-5-((4-Chloro-3-((methylsulfinyl)methyl)phenyl)amino)-7-(cyclopropylamino)pyrazolo[1,5-a]pyrimidin-3-carbonitril ClC1=C(C=C(C=C1)NC1=NC=2N(C(=C1)NC1CC1)N=CC2C#N)C[S@](=O)C |r|